ethyl 2-(4-fluoro-3-methyl-2-(1-(2,2,2-trifluoroethyl)piperidin-4-yl)phenyl)acetate FC1=C(C(=C(C=C1)CC(=O)OCC)C1CCN(CC1)CC(F)(F)F)C